N1=C(C=CC=C1)NCCC=1NN=C2C(=NC=3C=C(C=CC3C21)C2=CC=NN2C2OCCCC2)N (2-(pyridin-2-ylamino)ethyl)-7-(1-(tetrahydro-2H-pyran-2-yl)-1H-pyrazol-5-yl)-2H-pyrazolo[3,4-c]quinolin-4-amine